NC1=NNC2=C(C=C(C=C12)C1=CC(=NC=C1)NC(OC)=O)C#CC(C)(C)O methyl (4-(3-amino-7-(3-hydroxy-3-methylbut-1-yn-1-yl)-1H-indazol-5-yl)pyridin-2-yl)carbamate